C[C@@]12CCC[C@H]1[C@@H]1CCC3=CC(CC[C@]3(C)[C@H]1CC2)=O Androst-4-en-3-one